C(C1=CC=CC=C1)(=O)N1CC2(C(N(C=3C=NC=4C=C(C(=CC4C32)C=3C=C(C(=NC3)OCCNC(C)C)NS(=O)(=O)C)F)C)=O)C1 N-(5-(1-Benzoyl-7'-fluoro-3'-methyl-2'-oxo-2',3'-dihydrospiro[azetidine-3,1'-pyrrolo[2,3-c]quinolin]-8'-yl)-2-(2-(isopropylamino)ethoxy)pyridin-3-yl)methanesulfonamide